O=C1NC(CCC1N1C(C2=CC=CC(=C2C1)C#CCCNC(=O)C1=CC=C(C=N1)C=1N=CC2=C(C=CC=C2C1)C=1C=C2C(=CNC2=CC1C)C(=O)NC)=O)=O 5-(3-(6-((4-(2-(2,6-Dioxopiperidin-3-yl)-1-oxoisoindolin-4-yl)but-3-yn-1-yl)carbamoyl)pyridin-3-yl)isoquinolin-8-yl)-N,6-dimethyl-1H-indole-3-carboxamide